NC1=CC=C(C=C1)CCN1CCN(CC1)C(=O)OC(C)(C)C tert-butyl 4-[2-(4-aminophenyl)ethyl]piperazine-1-carboxylate